5-(2-{5-[(1R,4R,7R)-7-amino-2-azabicyclo[2.2.1]heptane-2-carbonyl]-7-methoxy-1-methyl-1H-1,3-benzodiazol-2-yl}-1-(cyclopropylmethyl)-1H-indol-6-yl)-1,2,3,4-tetrahydroquinolin-2-one N[C@H]1[C@@H]2N(C[C@H]1CC2)C(=O)C2=CC1=C(N(C(=N1)C=1N(C3=CC(=CC=C3C1)C1=C3CCC(NC3=CC=C1)=O)CC1CC1)C)C(=C2)OC